C(C)(CC)C1C(NC2=C(CN1C(C(C(=O)N)(C)C)=O)C=CC=C2)=O 3-(3-(sec-butyl)-2-oxo-1,2,3,5-tetrahydro-4H-benzo[1,4]diazepin-4-yl)-2,2-dimethyl-3-oxopropionamide